1-(6-(4-(2-chloro-3-methylphenyl)-5,6,7,8-tetrahydro-2-quinazolinyl)-2,6-diazaspiro[3.4]octan-2-yl)-2-propen-1-one ClC1=C(C=CC=C1C)C1=NC(=NC=2CCCCC12)N1CC2(CN(C2)C(C=C)=O)CC1